C1N(CCC2=CC=CC=C12)C1C(CN(CC1)C(=O)C1=CC(=NC=N1)N(C1CCN(CC1)C(C)=O)C)O 4-((6-(4-(3,4-dihydroisoquinolin-2(1H)-yl)-3-hydroxypiperidine-1-carbonyl)pyrimidin-4-yl)(methyl)amino)piperidin-1-ylethanone